Disodium 4,4'-bis[(4-anilino-6-hydroxyethylamino-1,3,5-triazin-2-yl)amino]stilbene-2,2'-disulphonate N(C1=CC=CC=C1)C1=NC(=NC(=N1)NCCO)NC=1C=C(C(=CC1)C=CC=1C(=CC(=CC1)NC1=NC(=NC(=N1)NC1=CC=CC=C1)NCCO)S(=O)(=O)[O-])S(=O)(=O)[O-].[Na+].[Na+]